1-(3-chloro-2-fluoro-phenyl)-2-methylpropan-1-one ClC=1C(=C(C=CC1)C(C(C)C)=O)F